tert-butyl (3S,4S)-3-fluoro-4-[(6-imidazo[1,2-a]pyrazin-3-yl-2-pyridyl)amino]pyrrolidine-1-carboxylate F[C@H]1CN(C[C@@H]1NC1=NC(=CC=C1)C1=CN=C2N1C=CN=C2)C(=O)OC(C)(C)C